O[C@@]1(C(N(CC1)C)=O)C1=CC(=NO1)C=1C=C(C=CC1)C=1C(=NC=CC1N[C@@H]1COCC1)C(=O)N (3-(5-((R)-3-hydroxy-1-methyl-2-oxopyrrolidin-3-yl)isoxazol-3-yl)phenyl)-4-(((S)-tetrahydrofurane-3-yl)amino)picolinamide